C(C)SC=1C(=NC=CC1)C1=NC=C2N1C=CC=C2OCC(C(F)(F)F)(F)F 3-(3-ethylsulfanyl-2-pyridyl)-8-(2,2,3,3,3-pentafluoropropoxy)imidazo[1,5-a]pyridine